(1R,10R)-6-benzyloxy-N-[(2,4-difluorophenyl)methyl]-10-methyl-5,8,13-trioxo-2,9-diazatricyclo[7.4.1.02,7]tetradeca-3,6,11-triene-4-carboxamide C(C1=CC=CC=C1)OC=1C(C(=CN2[C@H]3C(C=C[C@H](N(C(C12)=O)C3)C)=O)C(=O)NCC3=C(C=C(C=C3)F)F)=O